ClC1=C2C=NNC2=C(C=C1)N1N=C(C=C1)C 4-chloro-7-(3-methylpyrazol-1-yl)-1H-indazole